N-((5-(5-amino-7-(((3S,4R)-3-fluoro-1-methylpiperidin-4-yl)amino)-3-(2,2,2-trifluoroethyl)-2H-indazol-2-yl)-1,3,4-thiadiazol-2-yl)methyl)-1-(tert-butyl)-1H-pyrrole-3-carboxamide NC1=CC2=C(N(N=C2C(=C1)N[C@H]1[C@H](CN(CC1)C)F)C1=NN=C(S1)CNC(=O)C1=CN(C=C1)C(C)(C)C)CC(F)(F)F